4-[(1R,3R)-3-formyl-2,2-dimethylcyclopropyl]benzenesulfonamide C(=O)[C@H]1C([C@@H]1C1=CC=C(C=C1)S(=O)(=O)N)(C)C